CS(=O)(=O)OCC1=NOC(=C1)C(F)F (5-(difluoromethyl)isoxazole-3-yl)methyl methanesulfonate